3-[3-methyl-2-oxo-5-[(piperidin-4-yloxy)methyl]-1,3-benzodiazol-1-yl]piperidine-2,6-dione CN1C(N(C2=C1C=C(C=C2)COC2CCNCC2)C2C(NC(CC2)=O)=O)=O